BrC1=CC=C(C(=N1)C(C(C(=O)C1CCN(CC1)C(C)C)C)=O)OC 1-(6-bromo-3-methoxypyridin-2-yl)-3-(1-isopropylpiperidin-4-yl)-2-methylpropane-1,3-dione